C(C)(C)(C)N1N=CC(=C1F)C(=O)NC1=C(C=C(C(=C1)C1=CC=2N(C(=C1)N1CCOCC1)C=C(N2)C)C)F 1-(Tert-butyl)-5-fluoro-N-(2-fluoro-4-methyl-5-(2-methyl-5-morpholinoimidazo[1,2-a]pyridin-7-yl)phenyl)-1H-pyrazole-4-carboxamide